3,5-dibromo-1-(tetrahydro-2H-pyran-2-yl)-1H-pyrazole BrC1=NN(C(=C1)Br)C1OCCCC1